NCC(CC(=O)O)CCC 3-(aminomethyl)-hexanoic acid